1-eicosyl-2-(6Z,9Z,12Z-octadecatrienoyl)-glycero-3-phospho-(1'-sn-glycerol) CCCCCCCCCCCCCCCCCCCCOC[C@H](COP(=O)(O)OC[C@H](CO)O)OC(=O)CCCC/C=C\C/C=C\C/C=C\CCCCC